[NH4+].C(CCCCC)S(=P([O-])([O-])OCCN(CCO)CCCCCCCCCCCCCCCCCC)CCCCCC.[NH4+] 2,2'-(octadecane-1-ylimino)diethanol Dihexyldithiophosphate Ammonium Salt